O=C1NCC12N(CCC2)C(=O)[O-] 1-oxo-2,5-diazaspiro[3.4]octane-5-carboxylate